2-(2-Bromoethoxy)malonic acid diethyl ester C(C)OC(C(C(=O)OCC)OCCBr)=O